1-(4-(2-(6-(pyridin-3-yl)imidazo[1,2-a]pyrazin-3-yl)pyrimidin-4-yl)piperazin-1-yl)ethan-1-one N1=CC(=CC=C1)C=1N=CC=2N(C1)C(=CN2)C2=NC=CC(=N2)N2CCN(CC2)C(C)=O